monochlorosulfamide (mono-chlorosulfate) S(=O)(=O)(O)Cl.ClNS(=O)(=O)N